NC1=C(C=CC=C1)NC(C1=CC=C(C=C1)CSC1=NN2C(C(=N1)NCC1=CC=C(C=C1)OC)=CC=C2)=O N-(2-aminophenyl)-4-[[[4-[(4-methoxybenzyl)amino]pyrrolo[2,1-f][1,2,4]triazin-2-yl]thio]methyl]benzamide